ClCC1=NC=C(C=C1)C1=C(C=CC=C1)C 2-(chloromethyl)-5-(o-tolyl)pyridine